2-(pyridin-2-yl)-N-(6-(pyrrolidin-3-yl)pyridazin-3-yl)acetamide 2,2,2-trifluoroacetate FC(C(=O)O)(F)F.N1=C(C=CC=C1)CC(=O)NC=1N=NC(=CC1)C1CNCC1